(±)-tert-butyl ((1-(4-amino-2-((methylsulfinyl)methyl)phenyl)cyclopropyl)methyl)carbamate NC1=CC(=C(C=C1)C1(CC1)CNC(OC(C)(C)C)=O)C[S@](=O)C |r|